C=CC(CCC=C(C)C)=C (E)-beta-myrcene